C(C1=CC=CC=C1)OC1=NC(=CC=C1C1=NN(C2=C(C=CC=C12)N1CCN(CC1)C[C@@H]1[C@@H](CN(CC1)C(=O)OC(C)(C)C)C)C)OCC1=CC=CC=C1 tert-butyl (3S,4S)-4-((4-(3-(2,6-bis(benzyloxy) pyridin-3-yl)-1-methyl-1H-indazol-7-yl) piperazin-1-yl) methyl)-3-methylpiperidine-1-carboxylate